FC=1C=C2N=CC=3N(C(N4C3C2=C(OCC42CCC2)C1C=1C=NC(=CC1)F)=O)C 6-fluoro-7-(6-fluoropyridin-3-yl)-2-methyl-2,9-dihydro-1H-spiro[8-oxa-2,4,10a-Triazanaphtho[2,1,8-cde]azulene-10,1'-cyclobutane]-1-one